(4-(ethylsulfonyl)phenyl)-N-(1-isopropyl-2-(4-(trifluoromethyl)benzyl)-1H-imidazo[4,5-b]pyridin-6-yl)acetamide C(C)S(=O)(=O)C1=CC=C(C=C1)CC(=O)NC=1C=C2C(=NC1)N=C(N2C(C)C)CC2=CC=C(C=C2)C(F)(F)F